FC1=C(CN2C(C3=NC=CC=C3C2=O)([2H])[2H])C(=CC(=C1)C1=C2C=NN(C2=C(C=C1)C)C([2H])([2H])[2H])F 6-(2,6-difluoro-4-(7-methyl-1-(methyl-d3)-1H-indazol-4-yl)benzyl)-6,7-dihydro-5H-pyrrolo[3,4-b]pyridin-5-one-7,7-d2